trihydroxy(4-vinyl-1-naphthyl)silane O[Si](C1=CC=C(C2=CC=CC=C12)C=C)(O)O